COC([C@@H](COC(C)(C)C)O)=O (2R)-3-tert-butoxy-2-hydroxypropionic acid methyl ester